ethyl 4-(4-(2-fluoropropan-2-yl)phenyl)-2-(perfluoroethyl)imidazo[1,2-a][1,8]naphthyridine-8-carboxylate FC(C)(C)C1=CC=C(C=C1)C=1C=2C=CC=3N(C2N=C(C1)C(C(F)(F)F)(F)F)C=C(N3)C(=O)OCC